FC1=CNC2=C(C=CC=C12)S(=O)(=O)C 3-fluoro-7-(methylsulfonyl)-indole